N-(1,1'-biphenyl-3-ylmethyl)propionamide C1(=CC(=CC=C1)CNC(CC)=O)C1=CC=CC=C1